C1(CCC1)CN1C=C(C2=NN(C(C(=C21)C=2C=NC(=CC2)C2CC2)=O)C2=CC1=CN(N=C1C=C2)C)C#N 5-(cyclobutylmethyl)-4-(6-cyclopropylpyridin-3-yl)-2-(2-methyl-2H-indazol-5-yl)-3-oxo-3,5-dihydro-2H-pyrrolo[3,2-c]pyridazine-7-carbonitrile